5-methyl-5,6-dihydropyrrolo[3,4-c]pyrazol CN1CC2=NN=CC2=C1